P(=O)(OC(CN(CCC)C(C=C)=O)CN(C(C=C)=O)CCC)(O)O 1,3-bis-(N-acryloyl-N-propylamino)-propan-2-yl dihydrogen phosphate